2,3,4-tri-O-acetyl-5-O-triisopropylsilyl-D-lyxose diethyl dithioacetal C(C)SC([C@@H](OC(C)=O)[C@@H](OC(C)=O)[C@H](OC(C)=O)CO[Si](C(C)C)(C(C)C)C(C)C)SCC